[Ru](Cl)Cl.C1(=CC=CC=C1)C1(CC(=NC=C1)C1=NC=CC=C1)C1=CC=CC=C1.C1(=CC=CC=C1)C1(CC(=NC=C1)C1=NC=CC=C1)C1=CC=CC=C1.C1(=CC=CC=C1)C1(CC(=NC=C1)C1=NC=CC=C1)C1=CC=CC=C1 tris(4,4-diphenyl-2,2-bipyridine) ruthenium (II) chloride